pyridinium [3-[4-[[tert-butyl(dimethyl)silyl]oxymethyl]triazol-1-yl]-7-oxo-1,6-diazabicyclo[3.2.1]oct-3-en-6-yl] sulfate S(=O)(=O)(ON1C2C=C(CN(C1=O)C2)N2N=NC(=C2)CO[Si](C)(C)C(C)(C)C)[O-].[NH+]2=CC=CC=C2